C(C(=C)C)(=O)OCCOP(=O)(O)O 2-Methacryloyloxyethyl-dihydrogenphosphat